4-oxo-3,5-dihydro-2H-1,5-benzothiazepine O=C1CCSC2=C(N1)C=CC=C2